C(C1CO1)OC(=O)C1CCC(CC1)C(=O)OCC1CO1 cyclohexane-1,4-dicarboxylic acid-diglycidylester